3-(6-fluoro-[1,2,4]triazolo[4,3-a]pyridin-7-yl)-2-methyl-propanal FC=1C(=CC=2N(C1)C=NN2)CC(C=O)C